BrC=1C=NC=C(C(=O)N(C)C[C@H]([C@H](C2=CC=CC=C2)F)O[Si](CC)(CC)CC)C1 5-bromo-N-((2R,3S)-3-fluoro-3-phenyl-2-((triethylsilyl)oxy)-propyl)-N-methylnicotinamide